P(OC)(O[SiH](C)C)[O-] methyl (dimethylsilyl) phosphite